8-chloro-3,4-dimethylpyrimidino[4',5':4,5]Thieno[2,3-c]Pyridazine ClC1=NC=NC2=C1SC=1N=NC(=C(C12)C)C